FC(C=1C(=NC(=NC1)C(=O)O)C)F 5-(difluoromethyl)-4-methylpyrimidine-2-carboxylic acid